C(C)(C)(C)OC(=O)N1C[C@H]([C@H](CC1)C(F)F)CC |r| (±)-(3s,4s)-4-difluoromethyl-3-ethylpiperidine-1-carboxylic acid tert-butyl ester